C1(CCCC1)CN1C[C@@H](C=C2C3=C4C(C[C@@H]12)=CNC4=CC=C3)C(=O)N(C)CC (6aR,9R)-7-(cyclopentylmethyl)-N-ethyl-N-methyl-4,6,6a,7,8,9-hexahydroindolo[4,3-fg]quinoline-9-carboxamide